ClC1=C(C(=CC=C1F)Cl)C(C)OC=1C(=NC=C(C1)C1=C(C=CC=C1C)C)N 3-[1-(2,6-dichloro-3-fluoro-phenyl)-ethoxy]-5-(2,6-dimethyl-phenyl)-pyridin-2-ylamine